Chloro-1''-[(1-methyl-1H-pyrazol-4-yl)methyl]-6'H-dispiro[cyclopropane-1,7'-thieno[3,2-c]pyran-4',4''-piperidine] ClC1N(CCC2(C1)OCC1(C3=C2C=CS3)CC1)CC=1C=NN(C1)C